S1C=NC2=C1C=CC(=C2)C=2C=C1C(=NC2C(CC2=CC(=CC(=C2)F)F)NC(OC(C)(C)C)=O)N=CS1 tert-butyl (1-(6-(benzo[d]thiazol-5-yl)thiazolo[4,5-b]pyridin-5-yl)-2-(3,5-difluorophenyl)ethyl)carbamate